FC=1C=C(C=C(C1)F)[C@@H]1CC[C@H]2OC3(C(N21)=O)CCN(CC3)C(C3=CC=C(C=C3)C#CC(C)(C)O)=O (5'S,7a'R)-5'-(3,5-difluoro-phenyl)-1-(4-(3-hydroxy-3-methylbut-1-yn-1-yl)-benzoyl)tetrahydro-3'H-spiro[piperidine-4,2'-pyrrolo[2,1-b]oxazol]-3'-one